(2R,4S)-1-[(2R)-2-(4-cyclopropyl-triazol-1-yl)-3,3-dimethyl-butyryl]-N-[1-(3,4-dihydro-1H-isoquinolin-2-ylmethyl)-2,2-dimethyl-propyl]-4-hydroxy-pyrrolidine-2-carboxamide C1(CC1)C=1N=NN(C1)[C@@H](C(=O)N1[C@H](C[C@@H](C1)O)C(=O)NC(C(C)(C)C)CN1CC2=CC=CC=C2CC1)C(C)(C)C